CC1=C(C=CC=C1C)C1=C(C=C2C(=N1)C(=NN2)C=2C=CC(=NC2)N2C[C@H](CC2)N(C(CO)=O)C)OC (S)-N-(1-(5-(5-(2,3-Dimethylphenyl)-6-methoxy-1H-pyrazolo[4,3-b]pyridin-3-yl)pyridin-2-yl)pyrrolidin-3-yl)-2-hydroxy-N-methylacetamide